N-(phenylmethyl)urea C1(=CC=CC=C1)CNC(=O)N